C(C)(C)(C)OC(=O)[C@@](N)(C)C(=O)NCC 2-(tert-Butoxycarbonyl)-N-ethyl-D-alaninamide